(2S,4R)-1-((R)-2-(1-fluorocyclopropane-1-amido)-3-methyl-3-(tritylthio)butanoyl)-4-hydroxy-N-(2-methyl-4-(4-methylthiazol-5-yl)benzyl)pyrrolidine-2-carboxamide FC1(CC1)C(=O)N[C@H](C(=O)N1[C@@H](C[C@H](C1)O)C(=O)NCC1=C(C=C(C=C1)C1=C(N=CS1)C)C)C(C)(SC(C1=CC=CC=C1)(C1=CC=CC=C1)C1=CC=CC=C1)C